N1(CCC1)C(CN1C2=NC(=NC(=C2N=C1)N/N=C/C1=CC(=CC=C1)C)N1CCOCC1)=O (E)-1-(azetidin-1-yl)-2-(6-(2-(3-methylbenzylidene)hydrazinyl)-2-morpholino-9H-purin-9-yl)ethan-1-one